ClC1=NC=2N3C4=CC=CC=C4NC3=C(C(C2C=N1)=O)C(=O)OCC ethyl 4-chloro-8-oxo-1,3,5,11-tetraazatetracyclo[8.7.0.02,7.012,17]heptadeca-2(7),3,5,9,12,14,16-heptaene-9-carboxylate